2-(4,4-difluoro-1-piperidyl)-6-methyl-pyrimidin-4-amine FC1(CCN(CC1)C1=NC(=CC(=N1)N)C)F